C(C)[C@@]1(CC[C@@]2([C@H]3CC[C@@H]4[C@H](CC[C@H]4[C@@H]3CC=C2C1)[C@H](C)CC[C@H](C(C)C)O)C)O (3S,8S,9S,10R,13R,14R,17R)-3-ethyl-17-((2R,5R)-5-hydroxy-6-methylheptan-2-yl)-10-methyl-2,3,4,7,8,9,10,11,12,13,14,15,16,17-tetradecahydro-1H-cyclopenta[a]phenanthren-3-ol